1,2-dipentadecanoyl-sn-glycero-3-phosphocholine C(CCCCCCCCCCCCCC)(=O)OC[C@@H](OC(CCCCCCCCCCCCCC)=O)COP(=O)([O-])OCC[N+](C)(C)C